C1=CC=CC=2C(NC3C=4N(C(C21)C3)C3=C(N4)C=CC=C3)=O 6,7-dihydro-7,14-methanobenzimidazo[1,2-b][2,5]benzodiazocin-5(14H)-one